5-(Aminomethyl)-2,3-dihydrobenzo[b]furan hydrochloride salt Cl.NCC1=CC2=C(OCC2)C=C1